CN(C)C1=C(C(=O)OCCCCCC(C)C)C=CC=C1 isooctyl N,N-dimethylaminobenzoate